OC=1C=C(C#N)C=CC1CNCCO 3-Hydroxy-4-[(2-hydroxyethylamino)methyl]benzonitrile